FC=1C=C(C=CC1CN1C(=NC=C1)C)C1=C(C=CC(=C1)CC(C)C)S(=O)(=O)NC(OC)=O methyl ((3'-fluoro-5-isobutyl-4'-((2-methyl-1H-imidazol-1-yl)methyl)-[1,1'-biphenyl]-2-yl)sulfonyl)carbamate